3-amino-1-[[4-fluoro-7-(2-methylprop-1-enyl)-1-(2-trimethylsilylethoxymethyl)pyrrolo[2,3-c]pyridin-2-yl]methyl]pyridin-2-one NC=1C(N(C=CC1)CC1=CC=2C(=C(N=CC2F)C=C(C)C)N1COCC[Si](C)(C)C)=O